C(C)[N+](CCOS(=O)(=O)O)(CC)CC N,N,N-triethyl-2-(sulfooxy)ethan-1-aminium